N-(4-sulfophenyl)aniline S(=O)(=O)(O)C1=CC=C(C=C1)NC1=CC=CC=C1